7-cyclopentyl-N,N-dimethyl-2-[[5-[4-(2-oxoethyl)-1-piperidinyl]-2-pyridinyl]amino]pyrrolo[2,3-d]pyrimidine-6-carboxamide C1(CCCC1)N1C(=CC2=C1N=C(N=C2)NC2=NC=C(C=C2)N2CCC(CC2)CC=O)C(=O)N(C)C